Phosphorate P([O-])([O-])([O-])=O